2-amino-3-((3,5-dimethylphenyl)amino)benzonitrile NC1=C(C#N)C=CC=C1NC1=CC(=CC(=C1)C)C